CIS-8-(dimethylamino)-1-isobutyl-3-(4-methoxybenzyl)-8-phenyl-1,3-diazaspiro[4.5]decan-2-one CN(C1(CCC2(CN(C(N2CC(C)C)=O)CC2=CC=C(C=C2)OC)CC1)C1=CC=CC=C1)C